2-Methoxy-N-(8'-(2-oxoimidazolidin-1-yl)-4'H-spiro[cyclopropane-1,5'-naphtho[2,1-d]isoxazol]-3'-yl)benzenesulfonamide COC1=C(C=CC=C1)S(=O)(=O)NC1=NOC2=C1CC1(C3=CC=C(C=C32)N3C(NCC3)=O)CC1